N-(3-Methoxypyridin-2-yl)-3-(4-methylpyridin-2-yl)-1,2,4-thiadiazol COC=1C(=NC=CC1)N1SC=NC1C1=NC=CC(=C1)C